[N+](=O)([O-])C1(CC2=C3C=CC=CC3=CC=C2C2=CC=CC=C12)[N+](=O)[O-] 6-nitro(6-Nitrochrysene)